C(C)[C@H]1CN(C[C@H](N1)C)C=1N=NC(=CN1)C1=C(C=C(C=C1)C1=NC=NS1)O 2-{3-[(3s,5r)-3-ethyl-5-methylpiperazin-1-yl]-1,2,4-triazin-6-yl}-5-(1,2,4-thiadiazol-5-yl)phenol